FC(CCN1CCC2(CC2C(=O)N)CC1)(F)F 6-(3,3,3-trifluoropropyl)-6-azaspiro[2.5]octane-1-carboxamide